C(C)(C)(C)OC(NC(C)C=1SC=C(C1)C1=C(C=CC=C1)C=O)=O (1-(4-(2-formylphenyl)thiophen-2-yl)ethyl)carbamic acid tert-butyl ester